N1-(3-{[tert-butyl(dimethyl)silyl]oxy}propyl)-4,5-dimethylbenzene-1,2-diamine [Si](C)(C)(C(C)(C)C)OCCCNC=1C(=CC(=C(C1)C)C)N